(3S)-N-(1-(1-Benzylpiperidin-3-yl)-1H-imidazol-4-yl)-1-cyanopyrrolidine-3-carboxamide C(C1=CC=CC=C1)N1CC(CCC1)N1C=NC(=C1)NC(=O)[C@@H]1CN(CC1)C#N